3-aminobenzoic acid methyl ester COC(C1=CC(=CC=C1)N)=O